COC1=C(C=CC(=C1)OC)CN1CC2(CCN(CC2)C(=O)OCC2=CC=CC=C2)C2=C1N=NC(=C2)C2=C(C=CC=C2)O benzyl 7-[(2,4-dimethoxyphenyl)methyl]-3-(2-hydroxyphenyl)spiro[6H-pyrrolo[2,3-c]pyridazine-5,4'-piperidine]-1'-carboxylate